6-anti-propenyl-dihydro-pyran-2,4-dione C(=CC)C1CC(CC(O1)=O)=O